FC(COC(C(=C)C)=O)(S(=O)(=O)[O-])F.C(C)(C)(C)C1=CC=C(C=C1)[I+]C1=CC=C(C=C1)C(C)(C)C bis(4-(tert-butyl)phenyl)iodonium 1,1-difluoro-2-(methacryloyloxy)ethane-1-sulfonate